3-(4-bromophenyl)dibenzofuran BrC1=CC=C(C=C1)C=1C=CC2=C(OC3=C2C=CC=C3)C1